C(CCCCC)C(COC(CCCCCN(C(CCCCCCBr)=O)CCCCCC)=O)CCCCCCCC.NC1=NC=C(C2=C1C(=C(N2C)C2=CC=C(C=C2)NC(C=C)=O)Br)C#N N-(4-(4-amino-3-bromo-7-cyano-1-methyl-1H-pyrrolo[3,2-c]pyridin-2-yl)phenyl)acrylamide 2-Hexyldecyl-6-(7-bromo-N-hexylheptanamido)hexanoate